dimethyl-triazenoimidazolecarboxamide CN(C(=O)N1C23N(C=4C1N2N4)N3)C